2,3-diaminopropionate NC(C(=O)[O-])CN